C1(CCCCC1)N1N=C(C(=C1)N1N=NC(=C1)C1=CC=C2N1N=CC(=C2)C(=O)N)C(F)F 7-(1-(1-cyclohexyl-3-(difluoromethyl)-1H-pyrazol-4-yl)-1H-1,2,3-triazol-4-yl)pyrrolo[1,2-b]pyridazine-3-formamide